C(#N)C=1C=C(C=CC1)C(C(=O)NCC1=CC(=C(C(=C1)Cl)C1C(NC(CC1)=O)=O)Cl)(C)C 2-(3-cyanophenyl)-N-(3,5-dichloro-4-(2,6-dioxopiperidin-3-yl)benzyl)-2-methylpropanamide